C(C)N(C1=CC=CC=C1)CCCCCCCCCC N-ethyl-N-decylaniline